3-(((1S)-1-(2-(3-azabicyclo[3.1.0]hexan-3-yl)-3,6-dimethyl-4-oxo-3,4-dihydroquinazolin-8-yl)ethyl)amino)-6-chloropyrazine-2-carboxylic acid C12CN(CC2C1)C1=NC2=C(C=C(C=C2C(N1C)=O)C)[C@H](C)NC=1C(=NC(=CN1)Cl)C(=O)O